tert-butyl 4-((tert-butyldiphenylsilyl)oxy)-2-oxopyrrolidine-1-carboxylate [Si](C1=CC=CC=C1)(C1=CC=CC=C1)(C(C)(C)C)OC1CC(N(C1)C(=O)OC(C)(C)C)=O